N-((5-fluoro-2,3-dihydrobenzofuran-4-yl)methyl)-6-methoxy-2,7-naphthyridin-1-amine FC=1C=CC2=C(CCO2)C1CNC1=NC=CC2=CC(=NC=C12)OC